5-Chloro-2-Ethoxy-Anilin ClC=1C=CC(=C(N)C1)OCC